O1C(=CC=C1)C(=O)OCC=1OC(=CC1)COC(=O)C=1OC=CC1 furan-2,5-diylbis(methylene) bis(furan-2-carboxylate)